FC1=CC=C(OC2=CC=C(C=C2)C2CN(C2)C(=O)N2C[C@H](CC2)N2N=NN=C2)C=C1 [3-[4-(4-Fluorophenoxy)phenyl]azetidin-1-yl]-[(3S)-3-(tetrazol-1-yl)pyrrolidin-1-yl]methanone